3-(methyl(phenyl)amino)-1-phenylpropan-1-one CN(CCC(=O)C1=CC=CC=C1)C1=CC=CC=C1